ClC1=C(C2=C(C(=CS2)S(=O)(=O)NC2=NC=C(C(=N2)OC)CC(F)F)C=C1)F 6-chloro-N-[5-(2,2-difluoroethyl)-4-methoxy-pyrimidin-2-yl]-7-fluoro-benzothiophene-3-sulfonamide